bis(acryloyloxy)Neopentyl glycol C(C=C)(=O)OC(C(C(O)OC(C=C)=O)(C)C)O